(R)-N-((5-cyclohexylpyrimidin-2-yl)methyl)-N-phenylazetidine-2-carboxamide TFA salt OC(=O)C(F)(F)F.C1(CCCCC1)C=1C=NC(=NC1)CN(C(=O)[C@@H]1NCC1)C1=CC=CC=C1